(R)-N-(5-((6-(3-(3'-fluoro-[1,1'-biphenyl]-3-yl)-isoxazolidin-2-yl)-pyrimidin-4-yl)-amino)-4-meth-oxy-2-(2,6-diaza-spiro[3.3]heptan-2-yl)phenyl)acryl-amide FC=1C=C(C=CC1)C1=CC(=CC=C1)[C@@H]1N(OCC1)C1=CC(=NC=N1)NC=1C(=CC(=C(C1)NC(C=C)=O)N1CC2(C1)CNC2)OC